COC1=CC2=C(N(C(O2)=O)CCNC(\C=C\C2=C(C=CC=C2)OC)=O)C=C1 (E)-N-(2-(6-methoxy-2-oxo-2,3-dihydro-1,3-benzoxazol-3-yl)ethyl)-3-(2-methoxyphenyl)acrylamide